CCCCCCCCOC(=O)CS n-octyl thioglycolate